C(C)(C)(C)OC(=O)N1CC2=CC=C(C=C2CC1)C1=NC(=C(C2=C1C=CS2)C2=C(C=C(C=C2)F)OCCOC)C(=O)OCC ethyl 4-(2-tert-butoxycarbonyl-3,4-dihydro-1H-isoquinolin-6-yl)-7-[4-fluoro-2-(2-methoxy ethoxy)phenyl]thieno[3,2-c]pyridine-6-carboxylate